C(C)(C)(C)OC(=O)N1C[C@H](C[C@H](C1)C)N (cis)-tert-butyl-3-amino-5-methylpiperidine-1-carboxylate